1-propenoyl-4-{4-[(1S)-1-{[7-oxo-8-(propan-2-yl)-7,8-dihydropyrido[2,3-d]pyrimidin-2-yl]amino}ethyl]phenyl}piperidine-4-carbonitrile C(C=C)(=O)N1CCC(CC1)(C#N)C1=CC=C(C=C1)[C@H](C)NC=1N=CC2=C(N1)N(C(C=C2)=O)C(C)C